ClC1=C(C=CC=C1NC(C1=NC=C(C=C1)CNCCO)=O)C1=C(C(=CC=C1)NC(=O)C1=CC=C(C=N1)CN1[C@@H](CCCC1)C(=O)O)C (S)-1-((6-(2'-chloro-3'-(5-((2-hydroxyethylamino)methyl)picolinamido)-2-methylbiphenyl-3-ylcarbamoyl)pyridin-3-yl)methyl)piperidine-2-carboxylic Acid